(S)-6-((R)-5H-imidazo[5,1-a]isoindol-5-yl)-4,5,6,7-tetrahydro-1H-indazol-7-ol C=1N=CN2C1C1=CC=CC=C1[C@H]2[C@@H]2CCC=1C=NNC1C2O